C1(CCCCC1)S=C(O)C=1C(OC2=CC(=CC(=C2C1)OC)OC)=O.C(#N)CCOCCN1C(C=CC=C1)=O N-(2-cyanoethoxy)ethylpyridone S-cyclohexyl-5,7-dimethoxy-2-oxo-2H-chromene-3-carbothioate